C1(=CC=CC=C1)NC(=O)N1CC2=CC=CC(=C2CC1)OC1=CC=C(C=C1)C(F)(F)F N-phenyl-5-(4-(trifluoro-methyl)phenoxy)-3,4-dihydroisoquinoline-2(1H)-carboxamide